5-methylene-4-(p-tolyl)pyrrol-2-one C=C1C(=CC(N1)=O)C1=CC=C(C=C1)C